(S)-5-fluoro-7-(5-methyl-1,4,5,6-tetrahydropyridin-2-yl)spiro[benzo[b][1,4]oxazin-2,1'-cyclopropane]-3(4H)-one FC1=CC(=CC=2OC3(CC3)C(NC21)=O)C=2NC[C@H](CC2)C